5,5'-diamino-2,2'-bipyridyl NC=1C=CC(=NC1)C1=NC=C(C=C1)N